COC1=CC(=NC=C1OC)CN1CCN(CC1)C1=C(C(=CC(=C1)CC(C)C)F)C=1N=NNN1 1-[(4,5-dimethoxy-2-pyridyl)methyl]-4-[3-fluoro-5-isobutyl-2-(2H-tetrazol-5-yl)phenyl]piperazine